METHYL (2S)-2-AMINO-3-(4-FLUORO-3-FORMYLPHENYL)PROPANOATE N[C@H](C(=O)OC)CC1=CC(=C(C=C1)F)C=O